((cis-3-cyanocyclobutyl)amino)-2-(methylthio)pyrimidine-5-carboxylic acid ethyl ester C(C)OC(=O)C=1C(=NC(=NC1)SC)N[C@@H]1C[C@@H](C1)C#N